4-(4-ethoxyphenyl)piperidine C(C)OC1=CC=C(C=C1)C1CCNCC1